ClC1=NC(=CC(=N1)C1=C(C=CC=C1C)C)OC1CNCCC1 2-chloro-4-(2,6-dimethylphenyl)-6-(3-piperidyloxy)pyrimidine